OCCCC=1C(=NC=2NCCCC2C1)NC1=NC=C(C(=N1)C=1C=NN(C1)C(C)C)C hydroxypropyl-N-(4-(1-isopropyl-1H-pyrazol-4-yl)5-methylpyrimidin-2-yl)-5,6,7,8-tetrahydronaphthyridin-2-amine